CC(C)(C#CC=1C(=NC=CC1)C1=CC=CC=C1)NC1=C(C=CC=C1)[N+](=O)[O-] (2-methyl-4-(2-phenylpyridin-3-yl)but-3-yn-2-yl)-2-nitroaniline